(S)-6-(4-(2-hydroxy-1-phenylethylamino)-5-(1,3,4-oxadiazol-2-yl)pyrimidin-2-ylamino)benzofuran-3(2H)-one OC[C@H](C1=CC=CC=C1)NC1=NC(=NC=C1C=1OC=NN1)NC1=CC2=C(C(CO2)=O)C=C1